ClC=1C=CC(=C(C1)C1=CC(=C(N=N1)SCCO)NC1=CC(=NC=C1)NC(=O)C1CC(C1)N1CC(N(CC1)C)CCF)F N-(4-{[6-(5-chloro-2-fluorophenyl)-3-[(2-hydroxyethyl)sulfanyl]pyridazin-4-yl]amino}pyridin-2-yl)-3-[3-(2-fluoroethyl)-4-methylpiperazin-1-yl]cyclobutane-1-carboxamide